ClC1=C(C=C(C(=C1)F)OC)C1=CC=2N(C(N(C(C2S1)=O)C1=CN=CC2=CC=CC=C12)=O)CC#N 2-[6-(2-chloro-4-fluoro-5-methoxy-phenyl)-3-(4-isoquinolinyl)-2,4-dioxo-thieno[3,2-d]pyrimidin-1-yl]acetonitrile